3,4,9,10-pyrenetetracarboxylic acid diimine C1=CC(=C2C(=CC3=CC=CC4=C(C(=C1C2=C34)C(=O)O)C(=O)O)C(O)=N)C(O)=N